ClC1=CC2=C(C=NNC2=O)C=N1 7-chloro-2H-pyrido[3,4-d]pyridazin-1-one